FC1=CC=C(C=C1)C1CC2=CC=CC=C2C1 2-(4-fluorophenyl)-2,3-dihydro-1H-indene